N-(2-fluoro-3-methoxy-6-(4-methyl-1H-1,2,3-triazol-1-yl)benzyl)-1-(isoindolin-5-ylmethyl)-3-(methoxymethyl)-1H-pyrazole-4-carboxamide hydrochloride Cl.FC1=C(CNC(=O)C=2C(=NN(C2)CC=2C=C3CNCC3=CC2)COC)C(=CC=C1OC)N1N=NC(=C1)C